COCCNN1C=C(C(C2=CC=CN=C12)=O)C(=O)O 1-(2-methoxyethylamino)-4-oxo-1,8-naphthyridine-3-carboxylic acid